(2R,3S)-3-Acetylamino-2-methylazetidine-1-carboxylic acid tert-butyl ester C(C)(C)(C)OC(=O)N1[C@@H]([C@H](C1)NC(C)=O)C